4-amino-1-[(2R)-6-amino-2-[[2-[[(2R)-2-amino-3-phenyl-propionyl]amino]-3-cyclopropyl-propionyl]amino]hexanoyl]piperidine-4-carboxylic acid trifluoroacetate FC(C(=O)O)(F)F.NC1(CCN(CC1)C([C@@H](CCCCN)NC(C(CC1CC1)NC([C@@H](CC1=CC=CC=C1)N)=O)=O)=O)C(=O)O